P(OC(CO)OP([O-])=O)([O-])=O.[Cu+2] copper hydroxyethylidene bisphosphonate